trimethylsilyl-3-chloropropionate C[Si](C)(C)OC(CCCl)=O